(4-methyl-1,3-dioxane-2-yl)propan-2-one CC1OC(OCC1)CC(C)=O